N-[2-(1-benzylpiperidin-4-yl)ethyl]-4-(3-cyanophenyl)piperazine-1-carboxamide C(C1=CC=CC=C1)N1CCC(CC1)CCNC(=O)N1CCN(CC1)C1=CC(=CC=C1)C#N